(2S,3R,4R)-1-acetyl-2,3-dimethyl-4-((4-methylpyrimidin-2-yl)amino)-N-(oxetan-3-yl)-1,2,3,4-tetrahydroquinoline-6-carboxamide C(C)(=O)N1[C@H]([C@@H]([C@H](C2=CC(=CC=C12)C(=O)NC1COC1)NC1=NC=CC(=N1)C)C)C